(3aS,4s,6R,6aR)-6-(3-bromophenyl)-2,2-dimethyltetrahydro-4H-cyclopenta[d][1,3]dioxol-4-ol BrC=1C=C(C=CC1)[C@H]1C[C@@H]([C@H]2[C@@H]1OC(O2)(C)C)O